C(C)OC(C(C(=O)OCC)C1=NC(=CC=C1[N+](=O)[O-])Cl)=O 2-(6-chloro-3-nitropyridin-2-yl)malonic acid 1,3-diethyl ester